N1=CC=CC=CC=CC=C1 Azecin